4-bromo-5-cyclopropyl-6-methyl-1-tetrahydropyran-2-yl-indazole BrC1=C2C=NN(C2=CC(=C1C1CC1)C)C1OCCCC1